acryloyloxytridecylfluoromethylsilane C(C=C)(=O)OCCCCCCCCCCCCC[SiH2]CF